(naphthylmethyl)-proline C1(=CC=CC2=CC=CC=C12)CN1[C@@H](CCC1)C(=O)O